2-{2-[3-({4-carbamoyl-3-[4-(difluoromethanesulfonamido)-3-[(1S)-1-(4-fluorophenyl)ethoxy]phenyl]-1H-pyrazol-5-yl}amino)-1H-pyrazol-1-yl]ethoxy}acetic acid C(N)(=O)C=1C(=NNC1NC1=NN(C=C1)CCOCC(=O)O)C1=CC(=C(C=C1)NS(=O)(=O)C(F)F)O[C@@H](C)C1=CC=C(C=C1)F